ClCC=1C(NC2=CC=CC=C2C1)=O 3-(chloromethyl)quinolin-2(1H)-one